N-(3-(2'-(methoxyamino)-[2,4'-bipyridin]-4-yl)-4-methylphenyl)-5-(trifluoromethyl)pyridazine-3-carboxamide CONC1=NC=CC(=C1)C1=NC=CC(=C1)C=1C=C(C=CC1C)NC(=O)C=1N=NC=C(C1)C(F)(F)F